NC(CN1N=CC(=C1)C1=C(NC2=C(C=CC=C12)[C@H](C)N1C(OC2(CC(C2)CN)C1)=O)C(=O)O)=N 3-(1-(2-amino-2-iminoethyl)-1H-pyrazol-4-yl)-7-((S)-1-((2S,4r)-2-(aminomethyl)-6-oxo-5-oxa-7-azaspiro[3.4]octan-7-yl)ethyl)-1H-indole-2-carboxylic acid